(5S)-5-(5-(3,5-dimethylisoxazol-4-yl)-1-(1,1-dioxotetrahydro-2H-thiopyran-3-yl)-1H-benzo[d]imidazol-2-yl)pyrrolidin-2-one CC1=NOC(=C1C1=CC2=C(N(C(=N2)[C@@H]2CCC(N2)=O)C2CS(CCC2)(=O)=O)C=C1)C